COC1=CC=C2C(=C(CC2=C1)C=O)O[Si](C)(C)C 6-methoxy-3-((trimethylsilyl)oxy)-1H-indene-2-carbaldehyde